Adamantan-1-yl-2-guanidinomethyl-4'-hydroxy-biphenyl C12(CC3CC(CC(C1)C3)C2)C=2C(=C(C=CC2)C2=CC=C(C=C2)O)CNC(=N)N